di(4-t-butylphenyl)iodonium p-toluenesulfonate CC1=CC=C(C=C1)S(=O)(=O)[O-].C(C)(C)(C)C1=CC=C(C=C1)[I+]C1=CC=C(C=C1)C(C)(C)C